COCCC1CC(C(C=C1C)C)C 6-(2-Methoxyethyl)-1,3,4-trimethylcyclohex-1-ene